N(=[N+]=[N-])C(CO)(C)C1=C2C=C(N=CC2=C(N=C1)OC1CC1)NC1=CC=C2C(=N1)[C@H]([C@@H](OC2=O)C)C (7S,8R)-2-((5-(2-azido-1-hydroxy-propan-2-yl)-8-cyclopropoxy-2,7-naphthyridin-3-yl)amino)-7,8-dimethyl-7,8-dihydro-5H-pyrano[4,3-b]pyridin-5-one